3-(4-fluoropyridin-2-yl)-6-oxopiperidine-3-carboxylic acid FC1=CC(=NC=C1)C1(CNC(CC1)=O)C(=O)O